4-(1-acrylamidopiperidin-4-yl)-2-oxoimidazo[4,5-c]pyridine-7-carboxamide C(C=C)(=O)NN1CCC(CC1)C1=NC=C(C=2C1=NC(N2)=O)C(=O)N